furan-3,4-diyl (2R,2'R)-bis(2-methoxypropionate) CO[C@@H](C(=O)OC1=COC=C1OC(C(C)OC)=O)C